CCCCCCCCCCCCCCCC(=O)O[C@H](COC(=O)CCCCCCC/C=C\\C/C=C\\CCCCC)COP(=O)([O-])OCC(COP(=O)([O-])OC[C@@H](COC(=O)CCCCCCC/C=C\\C/C=C\\CCCCC)OC(=O)CCCCCCC/C=C\\C/C=C\\CCCCC)O The molecule is a cardiolipin 70:6(2-) obtained by deprotonation of the phosphate OH groups of 1,1',2-trilinoleoyl-2'-palmitoyl cardiolipin; major species at pH 7.3. It is a conjugate base of a 1,1',2-trilinoleoyl-2'-palmitoyl cardiolipin.